methyl-1-(pyridin-2-yl)indole CC=1N(C2=CC=CC=C2C1)C1=NC=CC=C1